C(CCC\C=C/CC)OC(CCC(=O)OCCCCCCCN(CCCCCCCC(=O)OC(CC)CCCCCCCC)CCO)OCCCC\C=C/CC undecan-3-yl 8-((7-((4,4-bis(((Z)-oct-5-en-1-yl)oxy)butanoyl)oxy)heptyl)(2-hydroxyethyl)amino)octanoate